Cl.ClC1=CN=NC=C1 4-Chloropyridazine hydrochloride